CC1=C(N=C(O1)C1=CC=C(C=C1)N1C(=NC=C1)C)CN1CCC(CC1)C1=CC=C(C=C1)OC(F)(F)F 5-methyl-2-(4-(2-methyl-1H-imidazol-1-yl)phenyl)-4-((4-(4-(trifluoromethoxy)phenyl)piperidin-1-yl)methyl)oxazole